(R)-3-hydroxy-4-(5-methyl-3-(piperidin-3-ylamino)-1,2,4-triazin-6-yl)benzonitrile OC=1C=C(C#N)C=CC1C1=C(N=C(N=N1)N[C@H]1CNCCC1)C